N,N,2-trimethylpiperidine-1-carboxamide CN(C(=O)N1C(CCCC1)C)C